(2S)-4-chloro-2-[4-(1-hydroxy-1-methyl-ethyl)phenyl]-5-[[(3S)-tetrahydropyran-3-yl]methylamino]pyridazin-3-one ClC=1C(N(N=CC1NC[C@H]1COCCC1)C1=CC=C(C=C1)C(C)(C)O)=O